methyl 4-(7,8-dichloro-4-(1H-imidazol-1-yl) quinolin-2-yl)-1-methylpiperazine-2-carboxylate ClC1=CC=C2C(=CC(=NC2=C1Cl)N1CC(N(CC1)C)C(=O)OC)N1C=NC=C1